CN(CCNC(C1=CC=C(C=C1)C1=NOC(=C1)C1=NNC2=CC(=C(C=C12)F)OCCOC)=O)C N-[2-(dimethylamino)ethyl]-4-{5-[5-fluoro-6-(2-methoxyethoxy)-1H-indazol-3-yl]-1,2-oxazol-3-yl}benzamide